C(C(C)C)N1C=CC=2C(=NC(=CC21)NC=2SC(=CN2)C)C=2CCN(CC2)C(C=C)=O 1-(4-(1-isobutyl-6-((5-methylthiazol-2-yl)amino)-1H-pyrrolo[3,2-c]pyridin-4-yl)-3,6-dihydropyridin-1(2H)-yl)prop-2-en-1-one